OC1=CC=C(C=C(C(=O)OCC)C#N)C=C1 ethyl 4-hydroxy-α-cyanocinnamate